Ethyl azolate N1C(=CC=C1)C(=O)OCC